C1(CC1)NC1=NC(=NC=C1C(=O)N)NC1=CC2=C(OC[C@@H](CN2)OCCCC)C=C1 4-(cyclopropylamino)-2-(((R)-2,3,4,5-tetrahydro-3-butoxybenzo[b][1,4]oxazepin-7-yl)amino)pyrimidine-5-carboxamide